methyl 4-(1H-1,2,4-triazol-3-yl)benzoate N1N=C(N=C1)C1=CC=C(C(=O)OC)C=C1